FC(C(C(F)(F)F)OCC([C@H](C[C@H]1C(NCC1)=O)NC([C@H](CC(C)C)NC(=O)C=1NC2=CC=CC(=C2C1)OC)=O)=O)(F)F N-((S)-1-(((S)-4-((1,1,1,3,3,3-hexafluoropropan-2-yl)oxy)-3-oxo-1-((S)-2-oxopyrrolidin-3-yl)butan-2-yl)amino)-4-methyl-1-oxopentan-2-yl)-4-methoxy-1H-indole-2-carboxamide